(2R,4S)-4-fluoro-2-[5-fluoro-2-(methylsulfanyl)phenyl]pyrrolidine F[C@H]1C[C@@H](NC1)C1=C(C=CC(=C1)F)SC